ClC1=C2C=3C=CC=CC3C3(C2=CC=C1)C1=CC=CC=C1C=1C=CC=CC13 5-chloro-9,9'-spirobifluorene